C(C)(C)(C)N1COC2=C1C(=CC=C2)N2C(=CC=C2C2=CC=CC=C2)C2=CC=CC=C2 1-[(3S)-3-tertiary butyl-2,3-dihydro-1,3-benzoxazol-4-yl]-2,5-diphenyl-1H-pyrrole